6-fluoro-7-(8-methyl-2,3-dihydro-1H-pyrido[2,3-b][1,4]oxazin-7-yl)-N~2~-[1-(oxetan-3-yl)-1H-pyrazol-4-yl]quinazoline-2,5-diamine FC1=C(C=2C=NC(=NC2C=C1C1=C(C2=C(OCCN2)N=C1)C)NC=1C=NN(C1)C1COC1)N